(Oxazol-2-yl)-N-((tetrahydrofuran-2-yl)methyl)pyrazine-2-carboxamide isopropyl-((2,6-dihydroxy-5'-methyl-4-pentyl-1',2',3',4'-tetrahydro-[1,1'-biphenyl]-3-yl)methyl)(methyl)carbamate C(C)(C)OC(N(C)CC=1C(=C(C(=CC1CCCCC)O)C1CCCC(=C1)C)O)=O.O1C(=NC=C1)C=1C(=NC=CN1)C(=O)NCC1OCCC1